[(1,3-thiazol-2-ylsulfonyl)acetyl]-2,3-dihydro-1H-isoindol-5-yl 5-[(3aS,4S,6aR)-2-oxohexahydro-1H-thieno[3,4-d]imidazol-4-yl]pentanoate O=C1N[C@H]2[C@@H](N1)CS[C@H]2CCCCC(=O)OC=2C=C1CNC(C1=CC2)C(CS(=O)(=O)C=2SC=CN2)=O